7-Fluoro-1,2,3,4-tetrahydroisoquinoline-6-carbonitrile FC1=C(C=C2CCNCC2=C1)C#N